NC1=CC=C(C=N1)C=1C(=C(C=C(C1C)Cl)C(C)N1N=C(C=2C1=NC=NC2)C)OC 1-(1-(3-(6-aminopyridin-3-yl)-5-chloro-2-methoxy-4-methylphenyl)ethyl)-3-methyl-1H-pyrazolo[3,4-d]pyrimidin